5-(5-(difluoromethyl)-1,3,4-oxadiazol-2-yl)-N-(2,2,2-trifluoro-1-(4-fluorophenyl)ethyl)pyrimidin-2-amine FC(C1=NN=C(O1)C=1C=NC(=NC1)NC(C(F)(F)F)C1=CC=C(C=C1)F)F